1-(4-methoxy-5-(2,2,2-trifluoroethyl)-5H-pyrimido[5,4-b]indol-8-yl)ethan-1-one COC1=NC=NC2=C1N(C=1C=CC(=CC21)C(C)=O)CC(F)(F)F